C(C1=CC=CC=C1)OCCOCCOCCOCCOC[C@H](COCCCCCCCC(=O)OC(CCCCCCCC)CCCCCCCC)OCCCCCCCC(=O)OC(CCCCCCCC)CCCCCCCC 1-octylnonyl 8-[(2S)-3-[2-[2-[2-(2-benzyloxyethoxy)ethoxy]ethoxy] ethoxy]-2-[8-(1-octylnonoxy)-8-oxo-octoxy]propoxy]octanoate